3-bromo-4-cyano-1H-pyrazole-5-carboxylic acid ethyl ester C(C)OC(=O)C1=C(C(=NN1)Br)C#N